C(C)(=O)C1=C(C2=C(N=C(N=C2)NC2=CC=C(C=N2)N2CCC(CC2)CC=O)N(C1=O)C1CCCC1)C 2-[1-[6-[(6-acetyl-8-cyclopentyl-5-methyl-7-oxo-pyrido[2,3-d]-pyrimidin-2-yl)amino]-3-pyridinyl]-4-piperidinyl]acetaldehyde